4-(2-methylpyridin-4-yl)-2,3-dihydro-1H-pyrrolo[3,4-c]pyridin CC1=NC=CC(=C1)C1=NC=CC2=C1CNC2